5-amino-2-methyl-N-[2-(4-methylsulfonylphenyl)ethyl]benzenesulfonamide NC=1C=CC(=C(C1)S(=O)(=O)NCCC1=CC=C(C=C1)S(=O)(=O)C)C